FC=1C=C2CN(C(NC2=CC1)=O)CCNC1=CC=CC=C1 6-fluoro-3-(2-(phenylamino)ethyl)-3,4-dihydroquinazolin-2(1H)-one